NC1=C2C(=NC=N1)N(N=C2C2=CN=C(S2)OC(C)C)[C@@H](C)C=2C=C1N(C(C2C2=CC(=CC=C2)F)=O)C(=CS1)Cl (S)-7-(1-(4-amino-3-(2-isopropoxythiazol-5-yl)-1H-pyrazolo[3,4-d]pyrimidin-1-yl)ethyl)-3-chloro-6-(3-fluorophenyl)-5H-thiazolo[3,2-a]pyridin-5-one